BrC=1C(=NC(=NC1)NC1=CC2=CN(N=C2C=C1)CC)NC1=C(C=CC=C1)S(=O)(=O)C1CC1 5-bromo-N4-(2-cyclopropylsulfonylphenyl)-N2-(2-ethylindazol-5-yl)pyrimidine-2,4-diamine